FC1(CCN(CC1)C1=NC(=CC(=C1)NC(C1=C(C=C(C(=C1)F)[N+](=O)[O-])F)=O)C)F N-(2-(4,4-difluoropiperidin-1-yl)-6-methylpyridin-4-yl)-2,5-difluoro-4-nitrobenzamide